CN1C(C(=C(C2=CC=CC=C12)N1CCC(CC1)OC1=CC=C(C=C1)N1C(N(CC1)C)=O)C#N)=O 1-methyl-4-{4-[4-(3-methyl-2-oxoimidazolidin-1-yl)phenoxy]piperidin-1-yl}-2-oxo-1,2-dihydroquinoline-3-carbonitrile